3-(1-isobutylpyrazol-4-yl)-6-(7-methyl-[1,2,4]triazolo[4,3-b]pyridazin-6-yl)-7,8-dihydro-5H-1,6-naphthyridine C(C(C)C)N1N=CC(=C1)C=1C=NC=2CCN(CC2C1)C=1C(=CC=2N(N1)C=NN2)C